N-(6-(difluoromethyl)pyridin-3-yl)-4-(thiazol-5-yl)pyrimidine-2-carboxamide FC(C1=CC=C(C=N1)NC(=O)C1=NC=CC(=N1)C1=CN=CS1)F